4-(((3r,4s)-4-(4-cyano-3-fluorophenoxy)-3-hydroxy-3-(hydroxymethyl)pyrrolidin-1-yl)sulfonyl)-[1,1'-biphenyl]-3-carbonitrile C(#N)C1=C(C=C(O[C@@H]2[C@@](CN(C2)S(=O)(=O)C2=C(C=C(C=C2)C2=CC=CC=C2)C#N)(CO)O)C=C1)F